O=C1NC2=CC=C(C=C2C1=O)S(=O)(=O)Cl 2,3-dioxoindoline-5-sulfonyl chloride